CS(=O)(=O)C1=C(C=C(O[C@@H]2CC3(CN(C3)C(=O)N3CC4(C3)NC(OC4)=O)CC2)C=C1)C(F)(F)F 2-[(6S)-6-[4-methanesulfonyl-3-(trifluoromethyl)phenoxy]-2-azaspiro[3.4]octane-2-carbonyl]-7-oxa-2,5-diazaspiro[3.4]octan-6-one